C(=C)[SiH](O[SiH3])O[SiH3] 3-vinyltrisiloxane